P1(=O)(OC2=C(C=C(C=C2C(C)(C)C)C(C)(C)C)C(C)C2=C(C(=CC(=C2)C(C)(C)C)C(C)(C)C)O1)[O-].[Na+] sodium 2,2'-ethylidenebis(4,6-di-tert-butylphenyl) phosphate